3-[4-[(4S)-2-keto-4-(trifluoromethyl)piperidino]phenyl]azetidine-1-carboxylic acid tert-butyl ester C(C)(C)(C)OC(=O)N1CC(C1)C1=CC=C(C=C1)N1C(C[C@H](CC1)C(F)(F)F)=O